6-fluoro-N-(4-fluorobenzyl)-4-oxospiro[chromane-2,4'-piperidine]-1'-carboxamide FC=1C=C2C(CC3(CCN(CC3)C(=O)NCC3=CC=C(C=C3)F)OC2=CC1)=O